CNC(C1=CN=CC(=C1)C1=CN=C2N1N=C(C(=C2)C=2C=NN(C2)C)NC)=O N-Methyl-5-(7-(1-methyl-1H-pyrazol-4-yl)-6-(methylamino)imidazo[1,2-b]pyridazin-3-yl)nicotinamide